(R)-N-((S)-2-(dimethylamino)-3-(1H-indazol-6-yl)propyl)-3-(pyridin-3-yl)-3-(1-(trifluoromethyl)cyclopropyl)propanamide CN([C@H](CNC(C[C@@H](C1(CC1)C(F)(F)F)C=1C=NC=CC1)=O)CC1=CC=C2C=NNC2=C1)C